BrC1=CC=2C(C3=CC(=CC=C3NC2C=C1)OC)(C)C 2-Bromo-7-methoxy-9,9-dimethyl-9,10-dihydroacridine